N4-(3-fluorobenzyl)-N2-isopropylthieno[3,2-d]pyrimidine-2,4-diamine FC=1C=C(CNC=2C3=C(N=C(N2)NC(C)C)C=CS3)C=CC1